N1=CC=C(C2=NC=CC=C12)SC=1N=C2C(=NC1)NC(=N2)N2CCC(CC2)(N)C 1-(5-((1,5-naphthyridin-4-yl)thio)-1H-imidazo[4,5-b]pyrazin-2-yl)-4-methylpiperidin-4-amine